CC1(CCOCC1)CN[C@@H]1[C@@H](CCCC1)OC=1C=C2CN(C(C2=CC1)=O)C1C(NC(CC1)=O)=O 3-(5-(((1R,2S)-2-(((4-methyltetrahydro-2H-pyran-4-yl)methyl)amino)cyclohexyl)oxy)-1-oxoisoindolin-2-yl)piperidine-2,6-dione